[5-(4-aminocinnolin-7-yl)-2-methoxy-4-(5-methylthiazol-2-yl)phenyl]boronic acid formate salt C(=O)O.NC1=CN=NC2=CC(=CC=C12)C=1C(=CC(=C(C1)B(O)O)OC)C=1SC(=CN1)C